4-((1-(pyrimidin-2-yl)butyl)amino)quinolin-2(1H)-one N1=C(N=CC=C1)C(CCC)NC1=CC(NC2=CC=CC=C12)=O